C(CC)C1=CC=C(C=C1)C(C)C1=CC=2NC3=CC=CC=C3SC2C=C1 2-(1-(4-propylphenyl)ethyl)-10H-phenothiazine